2-Bromo-6,6-dimethyl-5-(2-morpholinoethyl)-5,6-dihydro-4H-thieno[2,3-c]pyrrol-4-one BrC1=CC2=C(C(N(C2=O)CCN2CCOCC2)(C)C)S1